CN1N=C2N=CC(=CC2=C1)C1=CC(C(C(N1)=S(=O)=O)C#N)C1CC2(COC2)C1 6-(2-methylpyrazolo[3,4-b]pyridin-5-yl)-4-(2-oxaspiro[3.3]heptan-6-yl)-2-sulfonyl-3,4-dihydropyridine-3-carbonitrile